CO\N=C(/C)\NC(C1=CC=C(C=C1)C1=NOC(=N1)C(F)(F)F)=O N-[(E)-N-Methoxy-C-methyl-carbonimidoyl]-4-(5-(trifluoromethyl)-1,2,4-oxadiazol-3-yl)-benzamid